COC1=CC=C(C2=C1NC(=N2)NC(=O)C=2C=NN(C2)CCOC)C2CCOCC2 N-[7-methoxy-4-(oxan-4-yl)-1H-1,3-benzodiazol-2-yl]-1-(2-methoxyethyl)-1H-pyrazole-4-carboxamide